2-(3-(Ethylsulfonyl)-4-((1-(methylsulfonyl)piperidin-4-yl)methoxy)benzyl)-isoindoline C(C)S(=O)(=O)C=1C=C(CN2CC3=CC=CC=C3C2)C=CC1OCC1CCN(CC1)S(=O)(=O)C